N1CC(C1)COC1=C(C(=CC(=C1)C)F)C1=CC(=NN1)NC=1N=CC(=NC1)C#N 5-((5-(2-(azetidin-3-ylmethoxy)-6-fluoro-4-methylphenyl)-1H-pyrazol-3-yl)amino)pyrazine-2-carbonitrile